2-fluorocyclopropyl-carboxamide FC1C(C1)C(=O)N